(1S,2S,5R)-3-((S)-2-amino-3,3-dimethylbutanoyl)-6,6-dichloro-3-azabicyclo[3.1.0]hexane-2-carboxylic acid N[C@H](C(=O)N1[C@@H]([C@H]2C([C@H]2C1)(Cl)Cl)C(=O)O)C(C)(C)C